6-((5-amino-2-methylphenyl)amino)-3-methylquinazoline-4(3H)-thione NC=1C=CC(=C(C1)NC=1C=C2C(N(C=NC2=CC1)C)=S)C